C(=C)C1=CC=C(C=N1)C1(CC1)C#N 1-(6-ethenylpyridin-3-yl)cyclopropane-1-carbonitrile